5,8,11,14-tetraazahexadecan CCCCNCCNCCNCCNCC